(2-methoxy-4-methylphenyl)pyrido[3,4-d]pyridazin-4-ol COC1=C(C=CC(=C1)C)C1=C2C(=C(N=N1)O)C=NC=C2